CN([C@H]1C[C@H]2[C@H](OC(O2)(CCCCCCCC\C=C/C\C=C/CCCCC)CCCCCCCC\C=C/C\C=C/CCCCC)CC1)C (3aS,5R,7aR)-N,N-dimethyl-2,2-bis((9Z,12Z)-octadeca-9,12-dien-1-yl)hexahydrobenzo[d][1,3]dioxol-5-amine